FC=1C=2N(C=C(C1)NC(=O)C=1C=CC(=C3N=CC=NC13)N1CCN(CCC1)C(=O)OC(C)(C)C)C=C(N2)C tert-butyl 4-[8-[(8-fluoro-2-methyl-imidazo[1,2-a]pyridin-6-yl)carbamoyl]quinoxalin-5-yl]-1,4-diazepane-1-carboxylate